3-((1-((2-(Azetidin-1-yl)pyrimidin-5-yl)methyl)-1H-pyrazol-4-yl)carbamoyl)-5-(3-chloro-6-(difluoromethyl)-2-fluorophenyl)pyrazine-2-carboxylic acid N1(CCC1)C1=NC=C(C=N1)CN1N=CC(=C1)NC(=O)C=1C(=NC=C(N1)C1=C(C(=CC=C1C(F)F)Cl)F)C(=O)O